N1C(N=C(C=C1)C(=O)[O-])C(=O)[O-] dihydropyrimidinedicarboxylate